N1C(=NC2=C1C=CC=C2)C(N2CC1=CC=C(C=C1C2=O)C2=CCN(CC2)C(=O)OC(C)(C)C)C2=C(C=CC(=C2)F)OC Tert-butyl 4-(2-((1H-benzo[d]imidazol-2-yl) (5-fluoro-2-methoxyphenyl) methyl)-3-oxoisoindol-5-yl)-5,6-dihydropyridine-1(2H)-carboxylate